1-(2-(isoxazol-3-ylamino)-2-oxoethyl)-1-(2-((2-(methoxycarbonyl)-4-methylthiophen-3-yl)amino)-2-oxoethyl)piperidin-1-ium O1N=C(C=C1)NC(C[N+]1(CCCCC1)CC(=O)NC1=C(SC=C1C)C(=O)OC)=O